monoethenyl maleate C(\C=C/C(=O)[O-])(=O)OC=C